FC=1C=C2C(N(C(NC2=CC1C1=NC=C(C=N1)C(F)(F)F)=O)CCC[C@H](C)NC(OC(C)(C)C)=O)=O tert-butyl N-[(1S)-4-[6-fluoro-2,4-dioxo-7-[5-(trifluoromethyl)pyrimidin-2-yl]-1H-quinazolin-3-yl]-1-methyl-butyl]carbamate